CN(C1=CC=C(N=N1)N1C(NC2=C(C1=O)C=C(S2)C2=CC=C(C=C2)[N+](=O)[O-])=O)C 3-[6-(dimethylamino)pyridazin-3-yl]-6-(4-nitrophenyl)thieno[2,3-d]pyrimidine-2,4-dione